(1,4-dimethyl-1H-pyrazol-3-yl)boronic acid CN1N=C(C(=C1)C)B(O)O